4-(9-(3,4-difluorophenyl)-3,9-diazaspiro[5.5]undecane-3-carbonyl)-6-nitroquinolin-2(1H)-one FC=1C=C(C=CC1F)N1CCC2(CCN(CC2)C(=O)C2=CC(NC3=CC=C(C=C23)[N+](=O)[O-])=O)CC1